4-Fluoro-N-(2-phenoxyethyl)-1H-benzo[d]imidazole-1-carboxamide FC1=CC=CC=2N(C=NC21)C(=O)NCCOC2=CC=CC=C2